BrCC=1C=CC(=C2CCOC21)C#N 7-(bromomethyl)-2,3-dihydrobenzofuran-4-carbonitrile